FC=1C(=NC=CC1I)CN 1-(3-fluoro-4-iodopyridin-2-yl)methanamine